2-methyl-6-[4-(2,2,2-trifluoroethoxy)phenyl]-7-(trifluoromethyl)-1H,5H-imidazo[1,2-a]pyrimidin-5-one CC=1NC=2N(C(C(=C(N2)C(F)(F)F)C2=CC=C(C=C2)OCC(F)(F)F)=O)C1